(E)-1-(3-hydroxyphenyl)-3-(3,5,6-trimethylpyrazin-2-yl)-2-propen-1-one OC=1C=C(C=CC1)C(\C=C\C1=NC(=C(N=C1C)C)C)=O